N-(5-{[(1S,2S)-2-hydroxycyclohexyl]carbamoyl}-2-methylphenyl)-5-[(propan-2-yl)oxy]pyridine-3-carboxamide O[C@@H]1[C@H](CCCC1)NC(=O)C=1C=CC(=C(C1)NC(=O)C=1C=NC=C(C1)OC(C)C)C